Tetrafluoroethyl-2,2,2-trifluoroethyl ether FC(C(F)(F)F)C(C(F)(F)F)OC(C(F)(F)F)C(C(F)(F)F)F